FC([C@@H](C1=CC=C(C=C1)F)N1N=C(C(=C1)C1=CN=CC(=N1)C1=CC=2N(C=C1)N=C(N2)N)C)(C)F |r| racemic-7-(6-(1-(2,2-difluoro-1-(4-fluorophenyl)propyl)-3-methyl-1H-pyrazol-4-yl)pyrazin-2-yl)-[1,2,4]triazolo[1,5-a]pyridin-2-amine